1-methyl-2,3,5,6-tetrahydroimidazo[1,2-a]imidazole CN1C=2N(CC1)CCN2